FC1=C(C(=O)NC2=NC(=CC=C2)C(=O)C2CC3(CN(C3)C)C2)C=CC(=C1)F 2,4-difluoro-N-(6-(2-methyl-2-azaspiro[3.3]heptane-6-carbonyl)pyridin-2-yl)benzamide